N-(5-(5-methoxypyrazolo[1,5-a]pyridin-2-yl)-8-(methylamino)-2,7-naphthyridin-3-yl)cyclopropanecarboxamide COC1=CC=2N(C=C1)N=C(C2)C2=C1C=C(N=CC1=C(N=C2)NC)NC(=O)C2CC2